CCCCCCCCCCCCCCCCCCCCCCCCC n-Pentacosane